Methyl N-(2-methoxy-2-oxoethyl)-O-methyl-N-(2-((S)-5-oxo-1-(2,3,5-trifluorobenzyl)pyrrolidin-2-yl)acetyl)-L-threoninate COC(CN([C@@H]([C@H](OC)C)C(=O)OC)C(C[C@H]1N(C(CC1)=O)CC1=C(C(=CC(=C1)F)F)F)=O)=O